4,6-bis(2,4-dimethylphenyl)-1,3,5-tri-azine CC1=C(C=CC(=C1)C)C1=NC=NC(=N1)C1=C(C=C(C=C1)C)C